6-(2-[(tert-Butoxy)carbonyl]-2,7-diazaspiro[3.5]nonane-7-yl)-1-benzothiophene-2-Carboxylic acid C(C)(C)(C)OC(=O)N1CC2(C1)CCN(CC2)C2=CC1=C(C=C(S1)C(=O)O)C=C2